C(C)(C)(C)OC(=O)N(C(OC(C)(C)C)=O)C=1N=CC2=C(C=C(C=C2C1)F)CO[Si](C)(C)C(C)(C)C tert-butyl (tert-butoxycarbonyl)(8-(((tert-butyldimethylsilyl)oxy)methyl)-6-fluoroisoquinolin-3-yl)carbamate